4-[(1-Cyclopropylethyl)(methyl)amino]-1,6-dimethyl-2-oxo-1,2-dihydro-1,5-naphthyridine-3-carbonitrile C1(CC1)C(C)N(C1=C(C(N(C2=CC=C(N=C12)C)C)=O)C#N)C